COC1=CC(=NC=N1)O[C@@H]1C[C@@H](N(C1)CC1=C(N=C(S1)N)[2H])C 5-(((2S,4R)-4-((6-methoxypyrimidin-4-yl)oxy)-2-methylpyrrolidin-1-yl)methyl)thiazol-4-d-2-amine